CCCCCCCCCCCCCCCCCC(=O)CC(=O)SCCNC(=O)CCNC(=O)[C@@H](C(C)(C)COP(=O)([O-])OP(=O)([O-])OC[C@@H]1[C@H]([C@H]([C@@H](O1)N2C=NC3=C(N=CN=C32)N)O)OP(=O)([O-])[O-])O The molecule is a 3-oxoacyl-CoA(4-) arising from deprotonation of the phosphate and diphosphate groups of 3-oxoicosanoyl-CoA: major species at pH 7.3. It is a 3-oxo-fatty acyl-CoA(4-), an 11,12-saturated fatty acyl-CoA(4-) and a long-chain 3-oxo-fatty acyl-CoA(4-). It is a conjugate base of a 3-oxoicosanoyl-CoA.